methyl (R)-2-(6-(1-aminoethyl)-1-(pent-4-en-1-yl)-1H-pyrrolo[2,3-b]pyridin-2-yl)-1-cyclopropyl-6-fluoro-1H-benzo[d]imidazole-5-carboxylate N[C@H](C)C1=CC=C2C(=N1)N(C(=C2)C2=NC1=C(N2C2CC2)C=C(C(=C1)C(=O)OC)F)CCCC=C